ethyl 3-{[5-({2-[(3-ethoxy-3-oxopropyl)carbamoyl]-1,3-dioxo-2,3-dihydro-1H-inden-5-yl}oxy)-1,3-dioxo-2,3-dihydro-1H-inden-2-yl]formamido}propanoate C(C)OC(CCNC(=O)C1C(C2=CC=C(C=C2C1=O)OC=1C=C2C(C(C(C2=CC1)=O)C(=O)NCCC(=O)OCC)=O)=O)=O